CON=C(C(=O)[O-])C.[Al+3].CON=C(C(=O)[O-])C.CON=C(C(=O)[O-])C aluminum (III) methoxyiminopropionate